NC[C@H](C)N1CC=2C(=C(C=3N(C=4C=CC=CC4C3C2)C)C)C=C1 N-[(1S)-2-amino-1-methyl-ethyl]-5,6-dimethyl-pyrido[4,3-b]carbazole